ClC1=NC2=C(C(=NC=C2C(=C1)N1[C@@H]2CCN([C@@H]2C1)C(=O)OC(C)(C)C)C1=CC=CC2=CC=C(C(=C12)C#C[Si](C(C)C)(C(C)C)C(C)C)F)F tert-butyl (1R,5R)-6-(2-chloro-8-fluoro-7-(7-fluoro-8-((triisopropylsilyl)ethynyl)naphthalen-1-yl)-1,6-naphthyridin-4-yl)-2,6-diazabicyclo[3.2.0]heptane-2-carboxylate